(3-chlorophenyl)(methyl)aminomethylthio fluoride ClC=1C=C(C=CC1)C(SF)NC